C(C)(C)C=1SC(=CN1)COC=1C=CC2=C(C(=C(O2)C)C(=O)O)C1 5-((2-Isopropylthiazol-5-yl)methoxy)-2-methylbenzofuran-3-carboxylic acid